CN(C=1SC2=C(N1)CC[C@@]1([C@H]3CC[C@]4([C@H]([C@@H]3CC=C12)CCC4C(C)CCCC(C)C)C)C)C4=CC=CC=C4 (5aR,5bS,7aR,10aS,10bS)-N,5a,7a-trimethyl-8-(6-methylheptan-2-yl)-N-phenyl-5,5a,5b,6,7,7a,8,9,10,10a,10b,11-dodecahydro-4H-cyclopenta[7,8]phenanthro[2,1-d]thiazol-2-amine